BrC=1SC=C(N1)CBr 2-bromo-4-(bromomethyl)thiazole